3-Fluoro-N-((1S,4S)-4-methoxycyclohexyl)-5-((6-(3-methylisoxazol-4-yl)-1-oxoisoquinolin-2(1H)-yl)methyl)benzamide FC=1C=C(C(=O)NC2CCC(CC2)OC)C=C(C1)CN1C(C2=CC=C(C=C2C=C1)C=1C(=NOC1)C)=O